ethyl 2-(1,9-diazatricyclo[6.3.1.04,12]dodeca-2,4(12),5,7-tetraen-2-yl)-7-methoxy-1-methyl-benzimidazole-5-carboxylate N12C(=CC=3C=CC=C(NCC1)C23)C2=NC3=C(N2C)C(=CC(=C3)C(=O)OCC)OC